ClC1=CC=C(C(=N1)F)OC1(CC1)C(=O)OC methyl 1-[(6-chloro-2-fluoro-3-pyridyl)oxy]cyclopropanecarboxylate